CN1N=NC=C1C=1C=CC2=C(N=C(O2)C2=CC(=NC=C2)C(=O)O)C1 4-(5-(1-methyl-1H-1,2,3-triazol-5-yl)benzo[d]oxazol-2-yl)picolinic acid